[5-[2-(6-tert-butyl-8-fluoro-1-oxo-phthalazin-2-yl)-3-(hydroxymethyl)-4-pyridinyl]-1-methyl-2-oxo-3-pyridinyl]-N1,N1-dimethyl-cyclopropane-1,2-dicarboxamide C(C)(C)(C)C=1C=C2C=NN(C(C2=C(C1)F)=O)C1=NC=CC(=C1CO)C=1C=C(C(N(C1)C)=O)C1(C(C1)C(=O)N)C(=O)N(C)C